[1,4-dioxaspiro[4.5]decan-8-yl]-3,5-dimethyl-1H-pyrazole O1CCOC12CCC(CC2)N2N=C(C=C2C)C